FC(C1=NC=CC(=C1)N1C=CC=2C1=NC=C(C2)CN2CCOCCC2)(F)F 4-((1-(2-(Trifluoromethyl)pyridin-4-yl)-1H-pyrrolo[2,3-b]pyridin-5-yl)methyl)-1,4-oxazepane